4-undecadienealdehyde C=CCC(C=CCCCCC)=O